3-(4-hydroxyphenyl)propionitrile OC1=CC=C(C=C1)CCC#N